FC1=CC=C(C=C1)N1N=CC2=C1N=CNC2=O 1-(4-Fluorophenyl)-1,5-dihydro-4H-pyrazolo[3,4-d]pyrimidin-4-one